5-[(1R)-1-(3,5-dimethylpyridazin-4-yl)ethoxy]-3-[3-methoxy-5-(trifluoromethoxy)phenyl]-1H-indazole CC=1N=NC=C(C1[C@@H](C)OC=1C=C2C(=NNC2=CC1)C1=CC(=CC(=C1)OC(F)(F)F)OC)C